ClC1=C(C=CC(=C1)Cl)OC1=CC(=C(C=C1)[N+](=O)[O-])OC 2,4-dichloro-1-(3-methoxy-4-nitrophenoxy)benzene